FC(C1=CC=C(C=C1)C1=NOC(=N1)C=1C=C(C=CC1)C1(COC1)O)(F)F 3-(3-(3-(4-(trifluoromethyl)phenyl)-1,2,4-oxadiazol-5-yl)phenyl)oxetan-3-ol